CS(=O)(=O)CC1=NC(=C(C(=O)O)C=C1)N1CCC2(CC2)CC1 6-((methylsulfonyl)methyl)-2-(6-azaspiro[2.5]octan-6-yl)nicotinic acid